tert-butyl 3-((4-chlorobenzyl)carbamoyl)-8-oxo-5,6-dihydroimidazo[1,5-a]pyrazine-7(8H)-carboxylate ClC1=CC=C(CNC(=O)C2=NC=C3N2CCN(C3=O)C(=O)OC(C)(C)C)C=C1